C(C1=CC=CC=C1)(C1=CC=CC=C1)N1CC(C1)/C=C/C(=O)OC(C)(C)C tert-butyl (E)-3-(1-benzhydrylazetidin-3-yl)prop-2-enoate